4-((1-Cyclohexyl-1H-benzo[d]imidazol-2-yl)amino)-N-hydroxybenzoamide C1(CCCCC1)N1C(=NC2=C1C=CC=C2)NC2=CC=C(C(=O)NO)C=C2